[1,4-bis(diisopropylphosphino)butane] palladium (II) dichloride [Pd](Cl)Cl.C(C)(C)P(CCCCP(C(C)C)C(C)C)C(C)C